C1(CC1)C1=NC(=CC(=C1)C1=C(C=C(C#N)C=C1)C1=NN=CN1C)N1C(C2=CC(=CC=C2C1)[C@@H](C)N1CC2(COC2)C1)=O 4-(2-cyclopropyl-6-{6-[(1R)-1-{2-oxa-6-azaspiro[3.3]heptan-6-yl}ethyl]-1-oxo-3H-isoindol-2-yl}pyridin-4-yl)-3-(4-methyl-1,2,4-triazol-3-yl)benzonitrile